C(C)(=O)OC[C@H]1O[C@H]([C@@H](C1)OC(C)=O)N1C2=NC(=NC=C2N(C1=O)CC1=CC(=C(C=C1)Cl)Cl)N ((2S,4R,5R)-4-acetoxy-5-(2-amino-7-(3,4-dichlorobenzyl)-8-oxo-7,8-dihydro-9H-purin-9-yl) tetrahydrofuran-2-yl)methyl acetate